COC1=C2C=CN(C2=CC=C1)C1=C(N)C=CC=C1 2-(4-methoxy-1H-indol-1-yl)aniline